FC1=C2C(=CN=C1C1CCNCC1)NC(=C2C(C)C)C=2C(=C(C=1N(C2)N=CN1)C)C 6-(4-fluoro-3-isopropyl-5-(piperidin-4-yl)-1H-pyrrolo[2,3-c]pyridin-2-yl)-7,8-dimethyl-[1,2,4]triazolo[1,5-a]pyridine